C(=C)C=1C=CC(=C2C(NC(C12)=O)C1=C(C=CC=C1)C)NC(=O)C1=CSC2=C1C=CC=C2 N-[7-ethenyl-3-(2-methylphenyl)-1-oxo-2,3-dihydro-1H-isoindol-4-yl]-1-benzothiophene-3-carboxamide